methyl(3-amino-4-(2-(5-chloropicolinoyl)-5-methyl-1-((2-(trimethylsilyl)ethoxy)methyl)-1H-imidazol-4-yl)phenyl)carbamate COC(NC1=CC(=C(C=C1)C=1N=C(N(C1C)COCC[Si](C)(C)C)C(C1=NC=C(C=C1)Cl)=O)N)=O